(R/S)-6-(2-(2-bromophenyl)morpholino)-5-fluoropyrimidine-2,4-diamine BrC1=C(C=CC=C1)[C@H]1OCCN(C1)C1=C(C(=NC(=N1)N)N)F |r|